C(C)OC1=CC=C(C=N1)C1=CN=CC(=N1)C(=O)N/N=C/C=1N(C=CN1)CC (E)-6-(6-ethoxypyridin-3-yl)-N'-((1-ethyl-1H-imidazol-2-yl)methylene)pyrazine-2-carbohydrazide